C(#C)C1=CC(=C(C=C1)CNC(=O)[C@H]1N(C[C@@H](C1)O)C(=O)[C@H](C(C)(C)C)NC(OC(C)(C)C)=O)OC tert-butyl N-[(1S)-1-[(2S,4R)-2-[(4-ethynyl-2-methoxy-phenyl)methylcarbamoyl]-4-hydroxy-pyrrolidine-1-carbonyl]-2,2-dimethyl-propyl]carbamate